ClC1=CC=C(S1)B(O)O 5-chloro-2-thiopheneboronic acid